COC1=C(C=C(C=C1)OC)C1=CC=C(C=C1)N1N=NC(=C1)C1=NC=CC=C1 2-(1-(2',5'-Dimethoxy-[1,1-biphenyl]-4-yl)-1H-1,2,3-triazol-4-yl)pyridine